C1(CC1)NC(=O)C1=CN(C(C(=C1NC1=C(C=C(C=C1)I)F)C)=O)CC1=C(C(=NC=C1)NS(NC)(=O)=O)F N-Cyclopropyl-4-(2-fluoro-4-iodoanilino)-1-[[3-fluoro-2-(methylsulfamoylamino)pyridin-4-yl]methyl]-5-methyl-6-oxoPyridine-3-carboxamide